(2R,3S,4S)-5-(7,8-dimethyl-2,4-dioxo-3,4-dihydrobenzo[g]pteridin-10(2H)-yl)pentane-1,2,3,4-tetrayl tetrapalmitate C(CCCCCCCCCCCCCCC)(=O)OC[C@H]([C@H]([C@H](CN1C2=C(N=C3C(NC(N=C13)=O)=O)C=C(C(=C2)C)C)OC(CCCCCCCCCCCCCCC)=O)OC(CCCCCCCCCCCCCCC)=O)OC(CCCCCCCCCCCCCCC)=O